NC1=C(C=CC(=C1)OC(F)(F)F)C(=O)N1CCC(CC1)C1=C2C(=NC=C1)NC(=N2)CC2COCC2 [2-Amino-4-(trifluoromethoxy)phenyl]-[4-[2-(tetrahydrofuran-3-ylmethyl)-3H-imidazo[4,5-b]pyridin-7-yl]-1-piperidyl]methanone